O1CCN(CC1)C=1C2=C(N=CN1)N(C(=C2)C2=CC=C(C=C2)NC=2C=NC(=NC2)N2C1CN(CC2CC1)C(=O)OC(C)(C)C)COCC[Si](C)(C)C tert-butyl 8-(5-((4-(4-morpholino-7-((2-(trimethylsilyl)ethoxy)methyl)-7H-pyrrolo[2,3-d]pyrimidin-6-yl)phenyl)amino)pyrimidin-2-yl)-3,8-diazabicyclo[3.2.1]octane-3-carboxylate